4-{8-bromopyrrolo[1,2-a]pyrazin-6-yl}-1,2,3,6-tetrahydropyridine-1-carboxylic acid tert-butyl ester C(C)(C)(C)OC(=O)N1CCC(=CC1)C1=CC(=C2N1C=CN=C2)Br